O1C[C@@H](CCC1)N (R)-tetrahydro-2H-pyran-3-amine